N6-(((trans-cyclooct-2-ene-1-yl)oxy)carbonyl)-L-lysine C1(\C=C\CCCCC1)OC(=O)NCCCC[C@H](N)C(=O)O